CN1N=CC(=C1)C=1C(=CC(=C(N)C1)OCC(F)(F)F)N1CCN(CC1)C 5-(1-methyl-1H-pyrazol-4-yl)-4-(4-methylpiperazin-1-yl)-2-(2,2,2-trifluoroethoxy)aniline